[Cl-].[Cl-].C(C)[SiH]([Zr+2](C1C=CC=2CCCCC12)C1C=CC=2CCCCC12)CC diethyl-silyl-bis(4,5,6,7-tetrahydroindenyl)zirconium dichloride